O[C@@H](C(=O)O)[C@H](C(=O)O)O.FC(OC1=CC=C(C=C1)N1N=C(N=C1)C1=CC=C(C=C1)C[C@H](C)N)(F)F (S)-1-(4-(1-(4-(trifluoromethoxy)phenyl)-1H-1,2,4-triazol-3-yl)phenyl)propan-2-amine (2R,3R)-2,3-dihydroxysuccinate